2-bromo-7-fluoro-5H-pyrrolo[2,3-b]pyrazine BrC=1N=C2C(=NC1)NC=C2F